ClC1=C(C=CC=C1)N1C(N=C(C2=C1N=C(C=C2)C(F)(F)F)NC2CC1(C2)CCC1)=O 1-(2-chlorophenyl)-4-(spiro[3.3]heptan-2-ylamino)-7-(trifluoromethyl)pyrido-[2,3-d]pyrimidin-2(1H)-one